ClC=1C(=C(C=CC1)NC1=C(NC2=C1C(NCC2)=O)C2=C(C=NC=C2)OC[C@@H]2N(CC2(C)C)C(C=C)=O)OC 3-[(3-chloro-2-methoxyphenyl)amino]-2-(3-{[(2R)-3,3-dimethyl-1-(prop-2-enoyl)azetidin-2-yl]methoxy}pyridin-4-yl)-1H,5H,6H,7H-pyrrolo[3,2-c]pyridin-4-one